1-(±)-Ethyl 1-[4-(3-cyanotetrahydrofuran-3-yl)phenyl]cyclopropanecarboxylate C(#N)[C@]1(COCC1)C1=CC=C(C=C1)C1(CC1)C(=O)OCC |r|